2-fluorobutenedioic acid strontium [Sr].FC(C(=O)O)=CC(=O)O